3-(4-chloro-6-methoxypyrimidin-2-yl)tetrahydrofuran-3-ol ClC1=NC(=NC(=C1)OC)C1(COCC1)O